C1(CC1)OC1=NN(C=C1N)C(C)C 3-cyclopropoxy-1-isopropyl-1H-pyrazol-4-amine